FC1(C(C1)C(=O)N(CC1=CC=C(C=C1)C1=NOC(=N1)C(F)(F)F)CCOC)F 2,2-difluoro-N-(2-methoxyethyl)-N-[[4-[5-(trifluoromethyl)-1,2,4-oxadiazol-3-yl]phenyl]methyl]cyclopropanecarboxamide